3-(5-[[(3S,4S)-1-acetyl-4-fluoropyrrolidin-3-yl]oxy]-6-methylpyrazin-2-yl)-1H-indole-7-carbonitrile C(C)(=O)N1C[C@@H]([C@H](C1)F)OC=1N=CC(=NC1C)C1=CNC2=C(C=CC=C12)C#N